5,8-dioxa-10-azadispiro[2.0.4.3]undecane C1CC12C1(OCCO1)CNC2